FC(C(=O)O)(F)F.N=1C=CN2C1C=CC(=C2)C(=O)N imidazo[1,2-a]pyridine-6-carboxamide 2,2,2-trifluoroacetate